FC=1C=CC(=C(C1)C(CO)NC1=NC=2N(C=C1)N=CC2C(=O)OCC)O ethyl 5-((1-(5-fluoro-2-hydroxyphenyl)-2-hydroxyethyl)amino)pyrazolo[1,5-a]pyrimidine-3-carboxylate